IC(C)(C)C1=CC=C(C=C1)CC 2-iodo-2-(4-ethylphenyl)propane